ClC1=NC2=CC=C(C=C2C=C1C=NO)C chloro-6-methylquinoline-3-aldoxime